FC1=CC=C(C=C1)C=1N(C(C2=CC(=CC(=C2C1)C(C)O)C)=O)C=1SC=CN1 3-(4-fluorophenyl)-5-(1-hydroxyethyl)-7-methyl-2-(thiazol-2-yl)isoquinolin-1(2H)-one